(5,6-dimethyl-3-pyridinyl)methylamine dihydrochloride Cl.Cl.CC=1C=C(C=NC1C)CN